N[C@@H](CC=1N=NN(N1)C1=CC=C(C(=O)OC)C=C1)C(=O)OC(C)(C)C methyl (S)-4-(5-(2-amino-3-(tert-butoxy)-3-oxopropyl)-2H-tetrazol-2-yl)benzoate